C(N)(=O)C1=NNC=C1 carbamoyl-pyrazol